C(C)(C)(C)OC(=O)N1[C@H](CNC[C@@H]1C)COC (2R,6S)-2-(methoxymethyl)-6-methylpiperazine-1-carboxylic acid tert-butyl ester